3-chloro-N-[1-[3-[1-(3,3-dichloroallyl)-1,2,4-triazol-3-yl]pyrazin-2-yl]ethyl]-5-(trifluoromethyl)benzamide ClC=1C=C(C(=O)NC(C)C2=NC=CN=C2C2=NN(C=N2)CC=C(Cl)Cl)C=C(C1)C(F)(F)F